BrC1=CC(=C(O[C@H](C(=O)O)C)C=C1)C1CCC1 (S)-2-(4-bromo-2-cyclobutylphenoxy)propionic acid